tert-Butyl (3-cyano-7-fluoro-4-(5-fluoro-3-((1R,5R)-6-methyl-3,6-diazabicyclo[3.2.0]heptan-3-yl)-7,9-dihydrofuro[3,4-f]quinazolin-6-yl)thieno[3,2-c]pyridin-2-yl)carbamate C(#N)C1=C(SC2=C1C(=NC=C2F)C=2C1=C(C=3C=NC(=NC3C2F)N2C[C@H]3CN([C@H]3C2)C)COC1)NC(OC(C)(C)C)=O